SC(COC)CS 2,3-Dimercaptopropylmethylether